methyltris(3-methyl-1-butyne-3-oxy)silane C[Si](OC(C#C)(C)C)(OC(C#C)(C)C)OC(C#C)(C)C